3-[[5-(3-chloro-4-fluoro-phenyl)-6-tetrahydropyran-4-yl-1H-pyrazolo[4,3-g]isoquinolin-8-yl]oxy]cyclobutanecarboxylic acid ClC=1C=C(C=CC1F)C1=C(N=C(C2=CC3=C(C=C12)C=NN3)OC3CC(C3)C(=O)O)C3CCOCC3